BrC=1C=CC=2NC3=CC=C(C=C3C2C1)Br 3,6-dibromo-carbazole